C(C1=CC=CC=C1)OC[C@H]1N(CC(C1)CC(=O)OCC)C(=O)OC(C)(C)C tert-butyl (2S)-2-((benzyloxy)methyl)-4-(2-ethoxy-2-oxoethyl)pyrrolidine-1-carboxylate